(-)-2-(4-(3-bromo-1H-pyrazolo[3,4-d]pyrimidin-4-yl)piperazin-1-yl)-2-(4-chlorophenyl)-N-(2-(dimethylamino)ethyl)acetamide BrC1=NNC2=NC=NC(=C21)N2CCN(CC2)C(C(=O)NCCN(C)C)C2=CC=C(C=C2)Cl